C12C(C3CC(CC(C1)C3)C2)NC(CN2C(C(=CC=C2)NC([C@H](CCC(C(=O)NC)=O)NC(=O)[C@H]2CNCCC2)=O)=O)=O (S)-N1-(1-(2-(2-Adamantylamino)-2-oxoethyl)-2-oxo-1,2-dihydropyridin-3-yl)-N6-methyl-5-oxo-2-((R)-piperidin-3-carboxamido)hexandiamid